Pyridinyl-Carboxamide N1=C(C=CC=C1)C(=O)N